3,3,4,4,5,5,6,6,6-Nonafluorohexene FC(C=C)(C(C(C(F)(F)F)(F)F)(F)F)F